2-Phenylprop-2-En-1-One C1(=CC=CC=C1)C(C=O)=C